C1(CC1)CN1C=C(C2=NN(C(C(=C21)C=2C=NC(=CC2)C2CC2)=O)C2=CC1=CN(N=C1C=C2)C)C#CC(F)(F)F 5-(cyclopropylmethyl)-4-(6-cyclopropylpyridin-3-yl)-2-(2-methyl-2H-indazol-5-yl)-7-(3,3,3-trifluoroprop-1-yn-1-yl)-2,5-dihydro-3H-pyrrolo[3,2-c]pyridazin-3-one